1-(6-(6-(difluoromethoxy)-1,2,3,4-tetrahydroquinoline-1-carbonyl)spiro[3.3]hept-2-yl)-3-(4-methoxybenzyl)urea FC(OC=1C=C2CCCN(C2=CC1)C(=O)C1CC2(CC(C2)NC(=O)NCC2=CC=C(C=C2)OC)C1)F